BrC=1C(=CC(=C(OC2CC(C2)C(=O)O)C1)C=1OC2=C(C=CC=C2C(C1)=O)Cl)C 3-[5-bromo-2-(8-chloro-4-oxo-chromen-2-yl)-4-methyl-phenoxy]cyclobutane-carboxylic acid